COC(C1=CC(=CC(=C1)S(=O)(=O)C)CO)=O 3-(hydroxymethyl)-5-(methylsulfonyl)benzoic acid methyl ester